(2-{4-[1-(3,4-dimethylphenyl)-8-methoxy-1H-pyrazolo[4,3-c]quinolin-3-yl]-2-methoxyphenoxy}ethyl)dimethylamine CC=1C=C(C=CC1C)N1N=C(C=2C=NC=3C=CC(=CC3C21)OC)C2=CC(=C(OCCN(C)C)C=C2)OC